FC1=C(C=CC(=C1)C=1C=NNC1)C=1SC(=NN1)N1C[C@@H]2CN(C[C@@H]2C1)C 2-(2-fluoro-4-(1H-pyrazol-4-yl)phenyl)-5-((3aR,6aS)-5-methylhexahydropyrrolo[3,4-c]pyrrol-2(1H)-yl)-1,3,4-thiadiazole